Ethyl (2-amino-4-((4-methylbenzyl)amino)phenyl)carbamate NC1=C(C=CC(=C1)NCC1=CC=C(C=C1)C)NC(OCC)=O